ClC1=CC(=C(C=C1)C1(OC2=C(O1)C=CC=C2C=2CCN(CC2)CC=2N(C1=C(N2)SC(=C1)C(=O)OC)C[C@H]1OCC1)C)F Methyl 2-((4-(2-(4-chloro-2-fluorophenyl)-2-methylbenzo[d][1,3]dioxolan-4-yl)-3,6-dihydropyridin-1(2H)-yl) methyl)-1-(((S)-oxetan-2-yl) methyl)-1H-thieno[2,3-d]imidazole-5-carboxylate